(1R)-1-(5-{3-[5-(Trifluoromethyl)-1H-pyrazol-1-yl]phenyl}-1,2,4-oxadiazol-3-yl)-6-azaspiro[2.5]octan-6-sulfonamid FC(C1=CC=NN1C=1C=C(C=CC1)C1=NC(=NO1)[C@@H]1CC12CCN(CC2)S(=O)(=O)N)(F)F